F.NC1=CC(=NO1)C 5-amino-3-methylisoxazole hydrofluoric acid salt